6-bromo-5-(2,4-difluorophenoxy)picolinic acid ethyl ester C(C)OC(C1=NC(=C(C=C1)OC1=C(C=C(C=C1)F)F)Br)=O